BrC=1C=C2C(=NC(=NC2=C2C1C(N(C2)CC2=CC=C(C=C2)OC)C2=C(C=CC(=C2)F)Cl)O)O 6-Bromo-7-(2-chloro-5-fluorophenyl)-2,4-dihydroxy-8-[(4-methoxyphenyl)methyl]-8,9-dihydro-7H-pyrrolo[4,3-H]quinazoline